C(C)(=O)OC(CC1=CC=CC=C1)(C)C α,α-dimethylphenylethyl acetate